tert-butyl (1S,2R,3S,5R)-3-((6-((5-isopropyl-1H-pyrazol-3-yl)amino)pyrazin-2-yl)oxy)-2-methyl-8-azabicyclo[3.2.1]octane-8-carboxylate C(C)(C)C1=CC(=NN1)NC1=CN=CC(=N1)O[C@@H]1[C@@H]([C@@H]2CC[C@H](C1)N2C(=O)OC(C)(C)C)C